NC1=NC=NN2C1=C(C=C2C2(COC2)O)C2=CC(=C(C=C2)NC(OC(C)(C)C)=O)OC tert-Butyl (4-(4-amino-7-(3-hydroxyoxetan-3-yl)pyrrolo[2,1-f][1,2,4]triazin-5-yl)-2-methoxyphenyl)carbamate